FC(C(=O)O)(F)F.CC1=CC2=C(C=N1)C=C(N2)CNC(CN2C(C(=NC=C2C2=CC=CC=C2)NCCC2=CC=CC=C2)=O)=O N-((6-Methyl-1H-pyrrolo[3,2-c]pyridin-2-yl)methyl)-2-(2-oxo-3-(phenethylamino)-6-phenylpyrazin-1(2H)-yl)acetamide trifluoroacetate